FC1=CC(=CC2=C1N=C(S2)C2CCNCC2)C=2C=CC=1C(N2)=CN(N1)C 5-[4-Fluoro-2-(piperidin-4-yl)-1,3-benzothiazol-6-yl]-2-methyl-2H-pyrazolo[4,3-b]pyridin